(4-{[2-(cyclopropanecarboxamido)pyridin-4-yl]oxy}phenyl)-1-(4-fluorophenyl)-1H-imidazole-4-carboxamide C1(CC1)C(=O)NC1=NC=CC(=C1)OC1=CC=C(C=C1)C=1N(C=C(N1)C(=O)N)C1=CC=C(C=C1)F